CN1CC(CCC1)NN1CC=CC=C1 1-((1-methylpiperidin-3-yl)amino)pyridin